2-hydroxy-5-[2-({2-methoxy-4-[4-(4-methylpiperazin-1-yl)piperidin-1-yl]phenyl}amino)-4-(phenylamino)pyrimidin-5-yl]benzaldehyde OC1=C(C=O)C=C(C=C1)C=1C(=NC(=NC1)NC1=C(C=C(C=C1)N1CCC(CC1)N1CCN(CC1)C)OC)NC1=CC=CC=C1